FC(C(=O)O)(F)F.C(#N)C(CC1=CC=2CCCCC2C=C1)NC(=O)[C@H]1OCCCNC1 (2S)-N-(1-Cyano-2-(5,6,7,8-tetrahydronaphthalen-2-yl)ethyl)-1,4-oxazepane-2-carboxamide trifluoroacetate